N-((S)-(5-((R)-Cyclopropyl((S*)-4,4,4-trifluoro-3-methylbutanamido)methyl)-1H-benzo[d]imidazol-2-yl)((R)-3,3-difluorocyclohexyl)methyl)-4-methyl-1,2,5-oxadiazole-3-carboxamide C1(CC1)[C@H](C1=CC2=C(NC(=N2)[C@@H](NC(=O)C2=NON=C2C)[C@H]2CC(CCC2)(F)F)C=C1)NC(C[C@@H](C(F)(F)F)C)=O |o1:34|